ethyl 5-(N-(4-chloro-2-((2-chloro-N-(furan-2-ylmethyl) benzoylamino) methyl) phenyl)-N-ethylsulfamoyl)-1,3-dimethyl-1H-indole-2-carboxylate ClC1=CC(=C(C=C1)N(S(=O)(=O)C=1C=C2C(=C(N(C2=CC1)C)C(=O)OCC)C)CC)CN(CC=1OC=CC1)C(C1=C(C=CC=C1)Cl)=O